FC(C(CC(F)(F)F)(F)F)(F)F 1,1,1,2,2,4,4,4-octafluorobutane